CC=1C=C(C=C(C1)NC(=O)N)CCC(=O)O 3-(3-methyl-5-ureido-phenyl)propanoic acid